CC1=C2C=C(N(C2=CC=C1CN1CCC2(CN(C2)C=2C3=C(N=CN2)N=CC(=C3)CC(F)(F)F)CC1)CC(C)N1CCN(CC1)S(=O)(=O)C)C#N 4-methyl-1-[2-(4-methyl-sulfonylpiperazin-1-yl)propyl]-5-[[2-[6-(2,2,2-trifluoroethyl)pyrido[2,3-d]pyrimidin-4-yl]-2,7-diazaspiro[3.5]nonan-7-yl]methyl]indole-2-carbonitrile